CN(CCN(C1=CC(=C(C=C1[N+](=O)[O-])NC=1NC(C(=CN1)C(=O)OC(C)C)=O)OC)C)C isopropyl 2-((4-((2-(dimethylamino) ethyl) (methyl) amino)-2-methoxy-5-nitrophenyl) amino)-6-oxo-1,6-dihydropyrimidine-5-carboxylate